2-ethoxycarbonyloxyimino-1-phenylpropane-1-one C(C)OC(=O)ON=C(C(=O)C1=CC=CC=C1)C